3-methyl-4-ethylheptane CC(CC)C(CCC)CC